NC1C2COCC1CC(C2)[N+]2=NOC(=C2)[N-]C(NC2=CC(=CC(=C2)C(F)(F)F)NC(CC2=CC=CC=C2)=O)=O (3-(9-Amino-3-oxabicyclo[3.3.1]nonan-7-yl)-1,2,3-oxadiazol-3-ium-5-yl)((3-(2-phenylacetamido)-5-(trifluoromethyl)phenyl)-carbamoyl)amide